F[C@H]1CN(CC[C@H]1NC1=C2C=C(N(C2=CC=C1)CC(F)(F)F)C(=O)NNC(CNC1=CC(=CC=C1)S(=O)(=O)C)=O)C |r| (+/-)-4-(((3S,4R)-3-fluoro-1-methylpiperidin-4-yl)amino)-N'-((3-(methylsulfonyl)phenyl)glycyl)-1-(2,2,2-trifluoroethyl)-1H-indole-2-carbohydrazide